lanthanum-cerium-copper [Cu].[Ce].[La]